tert-butyl (4-chloro-6-((2-methyl-2H-indazol-5-yl)oxy)pyridin-2-yl)carbamate ClC1=CC(=NC(=C1)OC1=CC2=CN(N=C2C=C1)C)NC(OC(C)(C)C)=O